O=C1NC(CCC1C1=NN(C2=CC(=CC=C12)NC1CCN(CC1)CC(=O)O)C)=O 2-[4-[[3-(2,6-dioxo-3-piperidyl)-1-methyl-indazol-6-yl]amino]-1-piperidyl]acetic acid